C(C)C1=CC=C(C=C1)S(=O)(=O)F p-ethyl-benzenesulfonyl fluoride